N-(3-(9H-carbazol-9-yl-d8)phenyl)-3'-(tris(phenyl-d5)silyl)-[1,1'-biphenyl]-2',4',5',6'-d4-2-amine C1(=C(C(=C(C=2C3=C(C(=C(C(=C3N(C12)C=1C=C(C=CC1)NC=1C(=CC=CC1)C=1C(=C(C(=C(C1[2H])[2H])[2H])[Si](C1=C(C(=C(C(=C1[2H])[2H])[2H])[2H])[2H])(C1=C(C(=C(C(=C1[2H])[2H])[2H])[2H])[2H])C1=C(C(=C(C(=C1[2H])[2H])[2H])[2H])[2H])[2H])[2H])[2H])[2H])[2H])[2H])[2H])[2H])[2H]